ClC1=C(C=C2C(=C(N(C2=C1F)C)C1=NNC(=N1)C(C)NC)N1C=NC=C1)OC 1-(3-(6-chloro-7-fluoro-3-(1H-imidazol-1-yl)-5-methoxy-1-methyl-1H-indol-2-yl)-1H-1,2,4-triazol-5-yl)-N-methylethan-1-amine